(Z)-2-(2-methoxy-5-(3,4,5-trimethoxystyryl)phenoxy)ethylene glycol COC1=C(OC(CO)O)C=C(C=C1)\C=C/C1=CC(=C(C(=C1)OC)OC)OC